N=1N=CN2C1C=CC(=C2)C2=CNC=1N=C(N=CC12)NC1CCC(CC1)C(=O)N(C)C 4-((5-([1,2,4]triazolo[4,3-a]pyridin-6-yl)-7H-pyrrolo[2,3-d]pyrimidin-2-yl)amino)-N,N-dimethylcyclohexane-1-carboxamide